4-(1-cyanocyclopentylamino)-2-fluorobenzonitrile C(#N)C1(CCCC1)NC1=CC(=C(C#N)C=C1)F